1-(7-(6-ethyl-7-(5-methyl-1H-indazol-4-yl)-2-(1-methylpiperidin-4-yl)-8-(2,2,2-trifluoroethoxy)quinazolin-4-yl)-2,7-diazaspiro[3.5]nonan-2-yl)prop-2-en-1-one C(C)C=1C=C2C(=NC(=NC2=C(C1C1=C2C=NNC2=CC=C1C)OCC(F)(F)F)C1CCN(CC1)C)N1CCC2(CN(C2)C(C=C)=O)CC1